O=C1N(N=CC2=CC(=CC=C12)N1CCN(CC1)CC1CCNCC1)C1C(NC(CC1)=O)=O 3-(1-oxo-6-(4-(piperidin-4-ylmethyl)piperazin-1-yl)phthalazin-2(1H)-yl)piperidin-2,6-Dion